FC1=C(C=CC=C1)NC1=CC=C2C(=NNC2=C1)NC(C1=CC=C(C=C1)OC1CCN(CC1)C)=O N-(6-((2-Fluorophenyl)amino)-1H-indazol-3-yl)-4-((1-methylpiperidin-4-yl)oxy)benzamid